C(C)O[C@H]1CC[C@H](CC1)NC=1N=CC2=C(N1)NC=C2C2=CC=C1C(CC(OC1=C2)(C)C)=O 7-(2-((cis-4-ethoxycyclohexyl)amino)-7H-pyrrolo[2,3-d]pyrimidin-5-yl)-2,2-dimethylchroman-4-one